2-(4-(3-isopropyl-2-(5-methylimidazo[1,2-a]pyridin-7-yl)-1H-indol-5-yl)piperidin-1-yl)-N,N-dimethylacetamide C(C)(C)C1=C(NC2=CC=C(C=C12)C1CCN(CC1)CC(=O)N(C)C)C1=CC=2N(C(=C1)C)C=CN2